acryloyloxypropyldi-hydrogenphosphat C(C=C)(=O)OCCCOP(=O)(O)O